N[C@H]1CN(C[C@@H]1F)C(=O)OC(C)(C)C tertbutyl (3S,4S)-3-amino-4-fluoro-pyrrolidine-1-carboxylate